C1(=CC=CC=C1)SC1=CC=C(C=C1)[S+]1C2=C(C3=C1C=CC=C3)C=CC=C2 5-[4-(phenylsulfanyl)phenyl]-dibenzothiophenium